N(=C=O)CCC[Si](OCC)(OCC)C isocyanatopropyl-methyldiethoxysilane